ClC=1C=C(C=CC1C=1N=C(SC1)NC=1C=NN(C1)CCOCC)N1C(NCC1)=O 1-(3-Chloro-4-{2-[1-(2-ethoxy-ethyl)-1H-pyrazol-4-ylamino]-thiazol-4-yl}-phenyl)-imidazolidin-2-one